1-(5-Bromopyridin-2-yl)-4-(pyrrolidin-1-ylmethyl)-N-isobutylpiperidine-4-carboxamide BrC=1C=CC(=NC1)N1CCC(CC1)(C(=O)NCC(C)C)CN1CCCC1